6-(2-amino-5-(4-(4-(3,3-difluoropropyl)piperazin-1-yl)phenyl)-6-fluoropyridin-3-yl)-7-fluoro-3,4-dihydroisoquinolin-1(2H)-one NC1=NC(=C(C=C1C=1C=C2CCNC(C2=CC1F)=O)C1=CC=C(C=C1)N1CCN(CC1)CCC(F)F)F